(2S,4S)-4-(ortho-tolyl)pyrrolidine-1,2-dicarboxylic acid 2-benzyl ester 1-(tert-butyl) ester C(C)(C)(C)OC(=O)N1[C@@H](C[C@H](C1)C1=C(C=CC=C1)C)C(=O)OCC1=CC=CC=C1